(S)-3-((3-(2-(4-chlorophenyl)-2-hydroxyethyl)-1,2,4-oxadiazol-5-yl)methyl)-5-methyl-1-(methyl-d3)pyrimidine-2,4(1H,3H)-dione ClC1=CC=C(C=C1)[C@H](CC1=NOC(=N1)CN1C(N(C=C(C1=O)C)C([2H])([2H])[2H])=O)O